Alanyl-L-tyrosine N[C@@H](C)C(=O)N[C@@H](CC1=CC=C(C=C1)O)C(=O)O